NC=1NC=2C=CC=C(C2C1C#N)C(=O)OC methyl 2-amino-3-cyano-1H-indole-4-carboxylate